C(C)(C)(C)OC(NC1(CCN(CC1)C=1N(C(C2=C(N1)NN=C2I)=O)C)C)=O 1-(3-iodo-5-methyl-4-oxo-4,5-dihydro-1H-pyrazolo[3,4-d]pyrimidin-6-yl)-4-methylpiperidin-4-ylcarbamic acid tert-butyl ester